Tert-butyl 6-(chloromethyl)-5-methoxy-3',6'-dihydro-[2,4'-bipyridine]-1'(2'H)-carboxylate ClCC1=C(C=CC(=N1)C=1CCN(CC1)C(=O)OC(C)(C)C)OC